1-(6-chloropyrazin-2-yl)piperidine-4-carbonitrile ClC1=CN=CC(=N1)N1CCC(CC1)C#N